BrC1=CC=2[C@@](C3=CC=CC=C3C2C=C1)(C(=O)N1[C@H]2CC([C@@H]([C@@H]1C(=O)N[C@@H](C[C@@H]1C(NCCC1)=O)C#N)CC2)(F)F)O (1R,3R,4R)-2-((S)-2-bromo-9-hydroxy-9H-fluorene-9-carbonyl)-N-((S)-1-cyano-2-((R)-2-oxopiperidin-3-yl)ethyl)-5,5-difluoro-2-azabicyclo[2.2.2]octane-3-carboxamide